NC1=NC=2C=C(C(=CC2C2=C1[C@H](OC2)C)C(=O)N([C@@H](C)C2=CC=C(C=C2)C(F)(F)F)C)F (3R)-4-amino-7-fluoro-N,3-dimethyl-N-((1S)-1-(4-(trifluoromethyl)phenyl)ethyl)-1,3-dihydrofuro[3,4-c]quinoline-8-carboxamide